6-[2-(dimethylamino)ethylamino]pyridine-3-thiol CN(CCNC1=CC=C(C=N1)S)C